C(C=C)(=O)N1CC(C1)N1C(N(C2=CC(=CC=C2C1)C1=CC(=CC2=CC=CC=C12)O)CCOCCOCCOCCN)=O 3-(1-acryloylazetidin-3-yl)-1-(2-(2-(2-(2-aminoethoxy)ethoxy)ethoxy)-ethyl)-7-(3-hydroxynaphthalen-1-yl)-3,4-dihydroquinazolin-2(1H)-one